Methyl N-dodecyl-N-((9Z,12Z)-octadeca-9,12-dien-1-yl)glycinate C(CCCCCCCCCCC)N(CC(=O)OC)CCCCCCCC\C=C/C\C=C/CCCCC